SCCC[Si](OCC)(C)C (3-mercaptopropyl)dimethylethoxysilane